5-oxo-pentanehydrazide O=CCCCC(=O)NN